C(CCCCCCC)(=O)O[C@@H](CCOC=1C=C(OCCCC)C=C(C1)CN(C)C)COC(CCCCCCC)=O (R)-4-(3-((S)-3,4-bis(octanoyloxy)butoxy)-5-((dimethylamino)methyl)phenoxy)butane